CC1=NN(C(=N1)C)C1=NC(=NC=C1F)N1CCN(CC1)C(=O)N1N=CC[C@@H]1C1=CN=C(S1)C (R)-(4-(4-(3,5-dimethyl-1H-1,2,4-triazol-1-yl)-5-fluoropyrimidin-2-yl)piperazin-1-yl)(5-(2-methylthiazol-5-yl)-4,5-dihydro-1H-pyrazol-1-yl)methanone